N-(6-(3-(2,3-dihydro-1H-indene-5-sulfonylamino)-2,6-difluorophenyl)quinazolin-2-yl)pivaloamide C1CCC2=CC(=CC=C12)S(=O)(=O)NC=1C(=C(C(=CC1)F)C=1C=C2C=NC(=NC2=CC1)NC(C(C)(C)C)=O)F